3-[2-[bis[(4-methoxyphenyl)methyl]amino]-4-methoxy-pyrimidin-5-yl]propanenitrile COC1=CC=C(C=C1)CN(C1=NC=C(C(=N1)OC)CCC#N)CC1=CC=C(C=C1)OC